(S)-(4-(6-chloro-1H-benzo[d]imidazol-2-yl)-6,7-dihydro-1H-imidazo[4,5-c]pyridin-5(4H)-yl)(4-chlorothiazol-2-yl)methanone ClC=1C=CC2=C(NC(=N2)[C@H]2N(CCC3=C2N=CN3)C(=O)C=3SC=C(N3)Cl)C1